COC=1C=C(CCC(C(C(=O)[O-])(C2=CC(=C(C=C2)OC)OC)NC)CC)C=CC1OC (3,4-dimethoxyphenethyl)(methylamino)-2-(3,4-dimethoxyphenyl)pentanoate